OCC1=C(C(=CC(=C1)OCC)CO)O 2,6-bis(hydroxymethyl)-4-ethoxyphenol